5-(6-methylpyridin-2-yl)-4-(1-(tetrahydro-2H-pyran-2-yl)-1H-indazol-5-yl)-1H-indazol-2-amine CC1=CC=CC(=N1)C=1C(=C2CN(NC2=CC1)N)C=1C=C2C=NN(C2=CC1)C1OCCCC1